O[C@H]1[C@H]2[C@@H]3CC[C@H]([C@@H](CCCC(C)CO)C)[C@]3(CC[C@@H]2[C@]2(CCC(C=C2C1)=O)C)C 7α,27-dihydroxy-4-cholesten-3-one